2-bromo-N-(3-methylbenzyl)acetamide BrCC(=O)NCC1=CC(=CC=C1)C